FC(C(=O)N1C(C2=CC=C(C=C2CC1)OC)C)(F)F 2,2,2-trifluoro-1-(6-methoxy-1-methyl-3,4-dihydro-1H-isoquinolin-2-yl)ethanone